triphenylmethyl-(trityl)phosphine C1(=CC=CC=C1)C(C1=CC=CC=C1)(C1=CC=CC=C1)PC(C1=CC=CC=C1)(C1=CC=CC=C1)C1=CC=CC=C1